CC1=CC(=CNC1=O)C(=O)O 5-methyl-6-oxo-1,6-dihydropyridine-3-carboxylic acid